CN1N=CC(=C1C1=NC=C(C(=N1)N1CCN(CC1)C(=O)N1N=CCC1C1=CN=C(S1)C)F)C (4-(2-(1,4-dimethyl-1H-pyrazol-5-yl)-5-fluoropyrimidin-4-yl)piperazin-1-yl)(5-(2-methylthiazol-5-yl)-4,5-dihydro-1H-pyrazol-1-yl)methanone